C(C)(C)(C)OC(=O)N1CC2(CC2)C(C1)NC1=NC(=C(C=C1)C=1N=CN(C1)C)C 7-((6-methyl-5-(1-methyl-1H-imidazol-4-yl)pyridin-2-yl)amino)-5-azaspiro[2.4]heptane-5-carboxylic acid tert-butyl ester